FC1=C(C(=NN1C1=CC=C(C=C1)C)C(F)(F)F)C1=CC=CC=C1 5-fluoro-4-phenyl-1-(4-methylphenyl)-3-trifluoromethyl-1H-pyrazole